(R)-1-(4-(4-((1-(3-(difluoromethyl)-2-fluorophenyl)ethyl)amino)-2-methyl-8,9-dihydrofuro[2,3-H]quinazolin-6-yl)-5,6-dihydropyridin-1(2H)-yl)-3-hydroxy-3-methylbutan-1-one FC(C=1C(=C(C=CC1)[C@@H](C)NC1=NC(=NC2=C3C(=C(C=C12)C1=CCN(CC1)C(CC(C)(C)O)=O)OCC3)C)F)F